BrC1=C2C(=NC=C1)N(C(C2(C)CC)=O)C2OCCCC2 4-bromo-3-ethyl-3-methyl-1-tetrahydropyran-2-yl-pyrrolo[2,3-b]pyridin-2-one